methyl 4-amino-1-(8-nitroisoquinolin-5-yl)-7-bromo-2-oxo-1,2-dihydroquinoline-3-carboxylate NC1=C(C(N(C2=CC(=CC=C12)Br)C1=C2C=CN=CC2=C(C=C1)[N+](=O)[O-])=O)C(=O)OC